CN1C(=O)N(C(=O)C=C1)C 1,3-dimethyl-uracil